butenolid C1(C=CCO1)=O